diethyl glycol CCOCCOCC